(2-fluorophenyl)(4-fluorophenyl)phenyl-methanol FC1=C(C=CC=C1)C(O)(C1=CC=CC=C1)C1=CC=C(C=C1)F